FC1=C(C=C(C=C1)OC)C=1C(=CC(=CC1)COC1OCCCC1)C=O 2'-fluoro-5'-methoxy-4-(((tetrahydro-2H-pyran-2-yl)oxy)methyl)-[1,1'-biphenyl]-2-carbaldehyde